bis[2-hydroxy-1-(hydroxymethyl)ethyl]-5-[[(2S)-2-hydroxy-1-oxopropyl]-amino]-2,4,6-triiodo-1,3-benzenedicarboxamide OCC(CO)NC(=O)C=1C(=C(C(=C(C1I)NC([C@H](C)O)=O)I)C(=O)NC(CO)CO)I